C1(CC1)C([C@@H](C=1OC2=C(N1)C=C(C=C2)CN2C(N[C@@H](C2)C(F)(F)F)=O)NC(=O)C2=C(N=CO2)C)C2CC2 N-((S)-2,2-dicyclopropyl-1-(5-(((S)-2-oxo-4-(trifluoromethyl)imidazolidin-1-yl)methyl)benzo[d]oxazol-2-yl)ethyl)-4-methyloxazole-5-carboxamide